6-bromo-2,2,4-trimethyl-1,2-dihydroquinoline BrC=1C=C2C(=CC(NC2=CC1)(C)C)C